(E)-2-(1-(4-(3,4-Dichlorophenoxy)benzylidene)-5-fluoro-2-methyl-1H-inden-3-yl)acetic acid ClC=1C=C(OC2=CC=C(\C=C\3/C(=C(C4=CC(=CC=C34)F)CC(=O)O)C)C=C2)C=CC1Cl